C1(CC1)N1C[C@H](OCC1)CN1N=CC(=C1)N (S)-1-((4-Cyclopropylmorpholin-2-yl)methyl)-1H-pyrazol-4-amine